1,5-Dibromopentane-2-one BrCC(CCCBr)=O